(R)-N-((5-chloro-6-(trifluoromethyl)pyridin-3-yl)methylene)-2-methylpropane-2-sulfinamide ClC=1C=C(C=NC1C(F)(F)F)C=N[S@](=O)C(C)(C)C